BrC1=C(C=2N=C(N=C(C2S1)N1C[C@@H](NCC1)CC#N)SC)C (S)-2-(4-(6-bromo-7-methyl-2-(methylthio)thieno[3,2-d]pyrimidin-4-yl)piperazin-2-yl)acetonitrile